Serin methyl ester COC([C@@H](N)CO)=O